C(C)C1(C(OCC=2C(N3CC=4C(=NC=5C=C(C(=C6C5C4C(CC6)NC(C(CO)[NH3+])=O)C)F)C3=CC21)=O)=O)O 1-((9-ethyl-5-fluoro-9-hydroxy-4-methyl-10,13-dioxo-2,3,9,10,13,15-hexahydro-1H,12H-benzo[de]pyrano[3',4':6,7]indolizino[1,2-b]quinolin-1-yl)amino)-3-hydroxy-1-oxopropan-2-aminium